6-Bromo-8-fluoro-2-(tetrahydrofuran-3-yl)quinoline BrC=1C=C2C=CC(=NC2=C(C1)F)C1COCC1